C(#N)C=1C=CC2=C(N(C(=N2)C23CC(C2)(C3)C(=O)N[C@@]3([C@H](C3)C=C)C(=O)NC3=CC=C(C(=O)NC2=C(C(=C(C(=O)NC4=CC=C(C(=O)O)C=C4)C=C2)O)OC(C)C)C=C3)C)C1 4-(4-{4-[(1S,2R)-1-[3-(6-Cyano-1-methyl-1H-1,3-benzodiazol-2-yl)bicyclo[1.1.1]pentane-1-amido]-2-ethenylcyclopropaneamido]benzamido}-2-hydroxy-3-(propan-2-yloxy)benzamido)benzoic acid